1-ethoxymethyl-4-((triethylsiloxy)methyl)imidazole 4-chloro-2-(((trifluoromethyl)sulfonyl)oxy)quinoline-7-carboxylate ClC1=CC(=NC2=CC(=CC=C12)C(=O)O)OS(=O)(=O)C(F)(F)F.C(C)OCN1C=NC(=C1)CO[Si](CC)(CC)CC